O(CC(C)=O)CC(C)=O 1,1'-oxybis(propan-2-one)